C(=O)(O)C1CC(C2=CC=CC=C2C1C(=O)O)C1CC(=O)OC1=O 3,4-dicarboxy-1,2,3,4-tetrahydronaphthalene-1-succinic anhydride